N-methylformamidine CNC=N